NC1(CN(C1)C(=O)OC(C)(C)C)CN tert-butyl 3-amino-3-(aminomethyl)azetidine-1-carboxylate